3-((2-cyclopropyl-8-methoxy-2,3-dihydrobenzo[b][1,4]dioxin-6-yl)methyl)-6-iodo-3H-imidazo[4,5-b]pyridine C1(CC1)C1COC2=C(O1)C(=CC(=C2)CN2C=NC=1C2=NC=C(C1)I)OC